6-chloro-N2-(3,3-difluorocyclobutyl)-N4-(2-(trifluoromethyl)pyridin-4-yl)-1,3,5-triazine-2,4-diamine ClC1=NC(=NC(=N1)NC1CC(C1)(F)F)NC1=CC(=NC=C1)C(F)(F)F